(8-(cyclopropylamino)-5-(6-morpholino-[1,2,4]triazolo[1,5-a]pyridin-2-yl)-2,7-naphthyridin-3-yl)cyclopropanecarboxamide C1(CC1)NC=1N=CC(=C2C=C(N=CC12)C1(CC1)C(=O)N)C1=NN2C(C=CC(=C2)N2CCOCC2)=N1